C1(CC1)C=1N=NN(C1)[C@H](C(=O)N1[C@@H](C[C@H](C1)O)C(=O)NCC=1C(=NN(N1)C1=CC=CC=C1)C)C(C)(C)C (2S,4r)-1-[(2S)-2-(4-cyclopropyl-triazol-1-yl)-3,3-dimethyl-butyryl]-4-hydroxy-N-[(4-methyl-2-phenyl-triazol-5-yl)methyl]pyrrolidine-2-carboxamide